N1C(=O)N(C)C=2N=CN(C)C2C1=O anti-theobromine